FC(C1=NC2=C(N1)C=C(C=C2)NC2=NC1=C(C=CC=C1C=N2)OC2CCC(CC2)O)(F)F 4-((2-{[2-(trifluoromethyl)-1H-benzo[d]imidazol-6-yl]amino}quinazolin-8-yl)oxy)cyclohexanol